2-butyl-4-(3,5-difluoro-4-((1-(piperidin-4-ylmethyl)piperidin-4-yl)oxy)phenyl)-2,7-naphthyridin-1(2H)-one C(CCC)N1C(C2=CN=CC=C2C(=C1)C1=CC(=C(C(=C1)F)OC1CCN(CC1)CC1CCNCC1)F)=O